C1(=CC=C(C=C1)N)C1=CC=CC=C1 (1,1'-biphenyl)-4-amine